1,3-Di-iodoheptane ICCC(CCCC)I